COC1=CC=C(CN(C2=CC(=C(C=C2F)CC=O)OC)CC2=CC=C(C=C2)OC)C=C1 2-(4-(bis(4-methoxybenzyl)amino)-5-fluoro-2-methoxyphenyl)acetaldehyde